C1(=CC=CC=C1)C1=CC(=C(C=C1)C1=CC=C(C=C1)C1=CC=CC=C1)C(C)=O 4,4'-diphenylacetyl-biphenyl